2-(1-(2-hydroxyphenyl)-6-methyl-5,6,7,8-tetrahydroimidazo[1,5-a]pyridin-3-yl)-4-methylphenol OC1=C(C=CC=C1)C=1N=C(N2C1CCC(C2)C)C2=C(C=CC(=C2)C)O